4-aminomethylpyrrolidin-2-one hydrochloride Cl.NCC1CC(NC1)=O